4-(Methanesulfonyl)piperidine CS(=O)(=O)C1CCNCC1